CC1=CC(C(=NN1C1=CC=CC=C1)C(=O)NC1=NC=CC=C1)=O 6-methyl-4-oxo-1-phenyl-N-(pyridin-2-yl)-1,4-dihydropyridazine-3-carboxamide